2-((tertbutyldimethylsilyl)oxy)-N-hydroxyacetimidoyl chloride C(C)(C)(C)[Si](OCC(=NO)Cl)(C)C